C(C1=CC=CC=C1)(=O)NC1=C(C(=O)N)C=C(C(=C1)OC)OC benzamido-4,5-dimethoxybenzamide